3-bromo-1,5-dimethyl-1H-pyrazole BrC1=NN(C(=C1)C)C